ClC1=CC=C(C=C1)N1N=C(C=C1)OCC=C(C(C(=O)NC)=NOC)C 5-{[1-(4-chlorophenyl)-1H-pyrazole-3-yl]oxy}-2-(methoxyimino)-N,3-dimethylpent-3-enamide